NC1=C(C=C(C=C1C(=O)N)Br)C1=C(C(=CC=C1C)OCOC)C 2-amino-5-bromo-3'-(methoxymethoxy)-2',6'-dimethyl-[1,1'-biphenyl]-3-carboxamide